4-(piperidine-1-sulfonyl)-benzoic acid N1(CCCCC1)S(=O)(=O)C1=CC=C(C(=O)O)C=C1